trans-Decadienal C(\C=C\C=CCCCCC)=O